4-(6-Azabicyclo[3.1.1]heptane-3-yl)-2-(2,6-dioxopiperidin-3-yl)-5,6-difluoroisoindoline C12CC(CC(N1)C2)C2=C1CN(CC1=CC(=C2F)F)C2C(NC(CC2)=O)=O